FC(C=1OC(=NN1)C=1SC(=CC1)CC1=NOC(=N1)C1=CC=CC=C1)F 2-(difluoromethyl)-5-[5-[(5-phenyl-1,2,4-oxadiazol-3-yl)methyl]thiophen-2-yl]-1,3,4-oxadiazole